2-(6-CHLORO-2-OXO-3,4-DIHYDROQUINOLIN-1(2H)-YL)-N-(5-(PYRIDIN-2-YL)-4H-1,2,4-TRIAZOL-3-YL)ACETAMIDE ClC=1C=C2CCC(N(C2=CC1)CC(=O)NC1=NN=C(N1)C1=NC=CC=C1)=O